ClC=1C=C(C=2C[C@H](CC2C1)NC=1N=CC2=C(N1)CCN(C2=O)CC2CC2)C#N (S)-6-chloro-2-((6-(cyclopropylmethyl)-5-oxo-5,6,7,8-tetrahydropyrido[4,3-d]pyrimidin-2-yl)amino)-2,3-dihydro-1H-indene-4-carbonitrile